1-[(2R,4S,5R)-5-acetyl-4-[(tert-butyldimethylsilyl)oxy]-5-{[(tert-butyldimethylsilyl)oxy]methyl}oxolan-2-yl]-3H-pyrimidine C(C)(=O)[C@]1([C@H](C[C@@H](O1)N1CNCC=C1)O[Si](C)(C)C(C)(C)C)CO[Si](C)(C)C(C)(C)C